chloro-2,6-dimethylindan-1-one ClC1(C(C2=CC(=CC=C2C1)C)=O)C